Benzyl (S)-4-(7-chloro-8-fluoro-2-(((2R,7aS)-2-fluorotetrahydro-1H-pyrrolizin-7a(5H)-yl)methoxy)pyrido[4,3-d]pyrimidin-4-yl)-2-(cyanomethyl)piperazine-1-carboxylate ClC1=C(C=2N=C(N=C(C2C=N1)N1C[C@@H](N(CC1)C(=O)OCC1=CC=CC=C1)CC#N)OC[C@]12CCCN2C[C@@H](C1)F)F